1-(4-(4-chloro-6-phenyl-1,3,5-triazin-2-yl)phenyl)-2-phenyl-1H-benzimidazole ClC1=NC(=NC(=N1)C1=CC=CC=C1)C1=CC=C(C=C1)N1C(=NC2=C1C=CC=C2)C2=CC=CC=C2